C12CN(CC(O1)C2)C2=CC(=C1N=CC=NC1=C2)OC2CCC(CC2)N 4-[7-(6-oxa-3-azabicyclo[3.1.1]heptan-3-yl)quinoxalin-5-yl]oxycyclohexylamine